O[C@H]1[C@@H]([C@@H]2[C@@H](OC(C2)=O)C1)CO (3aR,4S,5R,6aS)-5-hydroxy-4-(hydroxymethyl)hexahydro-2H-cyclopenta[b]furan-2-one